C1(=CC=CC=C1)C=1C=CC=2N(C3=CC=C(C=C3C2C1)C1=CC=CC=C1)C1=CC=C(C=C1)C=1C2=CC=CC=C2C(=C2C=CC=CC12)C1=CC=CC=C1 3,6-diphenyl-9-[4-(10-phenyl-9-anthryl)phenyl]-9H-carbazole